(2R,4R)-6-chloro-4-hydroxy-N-(3-{4-[2-(2,2,2-trifluoroethoxy)ethoxy]-1H-pyrazol-1-yl}bicyclo[1.1.1]pentan-1-yl)-3,4-dihydro-2H-1-benzopyran-2-carboxamide ClC=1C=CC2=C([C@@H](C[C@@H](O2)C(=O)NC23CC(C2)(C3)N3N=CC(=C3)OCCOCC(F)(F)F)O)C1